[NH3+]CCCCC azahexan-1-ium